CN1CC(NCC1)C(=O)[O-] 4-methylpiperazine-2-carboxylate